C(C)(C)(C)OC(=O)N1CCC(CC1)N1C(NC2=C1C=C(C=C2)Cl)=O 4-(6-chloro-2-oxo-2,3-dihydro-1H-benzo[d]imidazol-1-yl)piperidine-1-carboxylic acid tert-butyl ester